3-fluoro-4-(2-(4-fluoro-3-(1-methyl-1H-pyrazol-5-yl)phenoxy)ethoxy)benzonitrile FC=1C=C(C#N)C=CC1OCCOC1=CC(=C(C=C1)F)C1=CC=NN1C